1-((trans)-[1,1'-bi(cyclopropan)]-2-yl)-4-(((1R,5S,6s)-3-(tert-butoxycarbonyl)-3-azabicyclo[3.1.0]hexan-6-yl)amino)-6-oxo-1,6-dihydropyridine-3-carboxylic acid C1(C(C1)N1C=C(C(=CC1=O)NC1[C@@H]2CN(C[C@H]12)C(=O)OC(C)(C)C)C(=O)O)C1CC1